CN1C=NC(=C1)C1=NN=C(O1)C(=O)N1[C@H](C2=C(CC1)NC=N2)C2=NN1C(C=CC=C1C)=C2 (R)-(5-(1-methyl-1H-imidazol-4-yl)-1,3,4-oxadiazol-2-yl)(4-(7-methylpyrazolo[1,5-a]pyridin-2-yl)-6,7-dihydro-1H-imidazo[4,5-c]pyridin-5(4H)-yl)methanone